O[C@@H](C(=O)N1CC2=C(N=C(NC2=O)C2(CC2)C2=CC=CC=C2)CC1)C1=CC(=CC=C1)C=1C=NC=CC1 (R)-6-(2-hydroxy-2-(3-(pyridin-3-yl)phenyl)acetyl)-2-(1-phenylcyclopropyl)-5,6,7,8-tetrahydropyrido[4,3-d]pyrimidin-4(3H)-one